C(C)(C)(C)OC(=O)N1C[C@H](CC1)N1C2=NC(=NC=C2N(C1=O)C)NC=1C=C2C=CC=NC2=CC1C (3S)-3-[7-methyl-2-[(7-methyl-6-quinolinyl)amino]-8-oxo-purin-9-yl]pyrrolidine-1-carboxylic acid tert-butyl ester